Ethyl 3-(trans-4-((tert-butoxycarbonyl) amino) cyclohexyl)-3-oxopropanoate C(C)(C)(C)OC(=O)N[C@@H]1CC[C@H](CC1)C(CC(=O)OCC)=O